[C@H]12CC[C@@H](C=C1)C2 (1R,4R)-bicyclo[2.2.1]hept-5-ene